O=C1NC(CCC1N1C(C2=CC=CC(=C2C1=O)SCCCCC(=O)O)=O)=O 5-((2-(2,6-dioxopiperidine-3-yl)-1,3-dioxoisoindolin-4-yl)thio)pentanoic acid